(E)-4-dimethylamino-but-2-enoic acid-(4-(3-chloro-4-fluoro-phenylamino)-7-((S)-tetrahydrofuran-3-yloxy)-quinazolin-6-yl)-amide ClC=1C=C(C=CC1F)NC1=NC=NC2=CC(=C(C=C12)NC(\C=C\CN(C)C)=O)O[C@@H]1COCC1